3-(4-methanesulfonylphenyl)-1-methyl-6-{4-[1-(propan-2-yl)piperidin-4-yl]phenyl}-1,2-dihydro-quinolin-2-one CS(=O)(=O)C1=CC=C(C=C1)C=1C(N(C2=CC=C(C=C2C1)C1=CC=C(C=C1)C1CCN(CC1)C(C)C)C)=O